(4-pentenyl)alanine C(CCC=C)N[C@@H](C)C(=O)O